N1C=NC(C=C1)=O 4[1H]-pyrimidone